C(CCCCCCCCCCCCCCC)(=O)OCC(OC(CCCCCCCCCCCCCCC)=O)COC(CCC)=O 1,2-dipalmitoyl-3-butyroyl-glycerol